allyldichloro(1,3-bis(2,6-diisopropyl-phenyl)imidazol-2-ylidene)palladium (II) C(C=C)[Pd-3](=C1N(C=CN1C1=C(C=CC=C1C(C)C)C(C)C)C1=C(C=CC=C1C(C)C)C(C)C)(Cl)Cl